ClC=1C(=C2C=NNC2=CC1C)C=1C(=NN(C1C)C1CC2(CN(C2)C(C=C)=O)C1)C1=CC2=C(OCCN2C)C=C1 1-(6-(4-(5-Chloro-6-methyl-1H-indazol-4-yl)-5-methyl-3-(4-methyl-3,4-dihydro-2H-benzo[b][1,4]oxazin-6-yl)-1H-pyrazol-1-yl)-2-azaspiro[3.3]heptan-2-yl)prop-2-en-1-on